[Cl-].C[P+](C1CCCCC1)(C)C trimethyl-cyclohexyl-phosphonium chloride